4-(4-(3-(9-chloro-5,6,8,9,10,11-hexahydro-7H-5,9:7,11-dimethanobenzo[9]annulen-7-yl)ureido)piperidin-1-yl)benzoic acid ClC12CC3(CC(C4=C(C(C1)C3)C=CC=C4)C2)NC(NC2CCN(CC2)C2=CC=C(C(=O)O)C=C2)=O